(S)-5-chloro-2-(1-((5-fluoroquinazolin-4-yl)amino)propyl)-3-phenylquinazolin-4(3H)-one ClC1=C2C(N(C(=NC2=CC=C1)[C@H](CC)NC1=NC=NC2=CC=CC(=C12)F)C1=CC=CC=C1)=O